C1(CC1)C1=CN(C2=C1C=NC(=C2)NC(C)=O)C2=NC(=NC=C2)C(C)(F)F N-(3-cyclopropyl-1-(2-(1,1-difluoroethyl)pyrimidin-4-yl)-1H-pyrrolo[3,2-c]pyridin-6-yl)acetamide